4-n-pentyl-4'-((2,5-difluoro-4-isothiocyanatophenyl)ethynyl)-1,1'-biphenyl C(CCCC)C1=CC=C(C=C1)C1=CC=C(C=C1)C#CC1=C(C=C(C(=C1)F)N=C=S)F